N1=CN=CC(=C1)C1=CN(C2=NC=CC(=C21)N2C[C@@H](CCC2)NC(OC(C)(C)C)=O)COCC[Si](C)(C)C tert-butyl N-[(3R)-1-[3-pyrimidin-5-yl-1-(2-trimethylsilylethoxymethyl) pyrrolo[2,3-b]pyridin-4-yl]-3-piperidyl]carbamate